4-phenyl-tetrahydro-2H-pyran-4-carboxylic acid C1(=CC=CC=C1)C1(CCOCC1)C(=O)O